(R)-N-(4-(chlorodifluoromethoxy)phenyl)-5-(2-(4-cyanopyrimidin-2-yl)-2,4-dihydropyrazolo[3',4':3,4]cyclopenta[1,2-b]pyridin-7-yl)-6-(3-fluoropyrrolidin-1-yl)nicotinamide ClC(OC1=CC=C(C=C1)NC(C1=CN=C(C(=C1)C=1C=C2C(=NC1)CC=1C2=NN(C1)C1=NC=CC(=N1)C#N)N1C[C@@H](CC1)F)=O)(F)F